2-((methacryloyloxy)ethyl)dimethyl-(3-sulfopropyl)ammonium hydroxide [OH-].C(C(=C)C)(=O)OCCC(C[NH+](C)C)CS(=O)(=O)O